[Br-].C(CCCCCCCCCCCCCCC)N1CN(C=C1)C 1-hexadecyl-3-methylimidazole bromide salt